[(3-chloro-2-methoxyphenyl)amino]-2-(3-{2-[(2S)-1-(prop-2-enoyl)piperidin-2-yl]ethynyl}pyridin-4-yl)-1H,5H,6H,7H-pyrrolo[3,2-c]pyridin-4-one ClC=1C(=C(C=CC1)NN1C(=CC=2C(NCCC21)=O)C2=C(C=NC=C2)C#C[C@H]2N(CCCC2)C(C=C)=O)OC